NC=1N=C(C=2N=C(N([C@H]3C[C@H](O)[C@@H](CO)O3)C2N1)N)N diamino-2'-deoxyadenosine